COC1=CC=C(CN(S(=O)(=O)C=2C(=C(C=CC2Br)C=2CCC(CC2)NC(OC(C)(C)C)=O)C2=NN=NN2CC2=CC=C(C=C2)OC)CC2=CC=C(C=C2)OC)C=C1 tert-butyl (3'-(N,N-bis(4-methoxybenzyl)sulfamoyl)-4'-bromo-2'-(1-(4-methoxybenzyl)-1H-tetrazol-5-yl)-2,3,4,5-tetrahydro-[1,1'-biphenyl]-4-yl)carbamate